Methyl 4-(dimethylcarbamoyl)-2-methylbutanoate CN(C(=O)CCC(C(=O)OC)C)C